N-(3,3-difluorocyclobutyl)-2-methyl-5-[(4-methyl-1,3-thiazol-5-yl)methoxy]-1-benzothiophene-3-carboxamide FC1(CC(C1)NC(=O)C1=C(SC2=C1C=C(C=C2)OCC2=C(N=CS2)C)C)F